COC(=O)C1=CC2=C(N(CC(CS2(=O)=O)(CC)CCCC)C2=CC=CC=C2)C=C1OC 3-butyl-3-ethyl-7-methoxy-5-phenyl-2,3,4,5-tetrahydro-1,5-benzothiazepine-8-carboxylic acid methyl ester 1,1-dioxide